1-(6Z,9Z,12Z,15Z-octadecatetraenoyl)-2-(4Z,7Z,10Z,13Z,16Z,19Z-docosahexaenoyl)-glycero-3-phospho-(1'-sn-glycerol) CC/C=C\C/C=C\C/C=C\C/C=C\CCCCC(=O)OC[C@H](COP(=O)(O)OC[C@H](CO)O)OC(=O)CC/C=C\C/C=C\C/C=C\C/C=C\C/C=C\C/C=C\CC